COCCOC1CCC(CC1)C=1C(=NC(=CC1)C1=CN=CS1)C(=O)N ((1r,4r)-4-(2-methoxyethoxy)cyclohexyl)-6-(thiazol-5-yl)pyridinecarboxamide